2-(4-Methyl-piperazin-1-yl)-8-(1-methyl-1H-pyrazol-4-yl)-1-propyl-1,7-dihydro-purin-6-one CN1CCN(CC1)C=1N(C(C=2NC(=NC2N1)C=1C=NN(C1)C)=O)CCC